CNC(C1=CC(=CC=C1)CN1C(C2=CC=C(C=C2C=C1)N1CCOCC1)=O)=O N-Methyl-3-((6-morpholino-1-oxoisoquinolin-2(1H)-yl)methyl)benzamide